2-(2-(Benzyloxy)-3-hydroxyphenyl)acetic acid ethyl ester C(C)OC(CC1=C(C(=CC=C1)O)OCC1=CC=CC=C1)=O